OC(COC=1C(=O)O[C@@H](C1OCCCCCCCCCCCCCC)[C@@H](O)CO)(C)C O-(2-hydroxyisobutyl)-3-O-tetradecyl-ascorbic acid